(2S,5R)-N-{[(2S,4S)-4-(Thiomorpholin-1-ylmethyl)-pyrrolidin-2-yl]methyloxy}-7-oxo-6-(sulfooxy)-1,6-diazabicyclo[3.2.1]octane-2-carboxamide N1CCS(CC1)C[C@H]1C[C@H](NC1)CONC(=O)[C@H]1N2C(N([C@H](CC1)C2)OS(=O)(=O)O)=O